NCCN1CCN(CC1)CCCO 3-[4-(2-aminoethyl)-1-piperazinyl]-1-propanol